4-(naphthalen-1-yl)piperazine-1-carboxamide C1(=CC=CC2=CC=CC=C12)N1CCN(CC1)C(=O)N